C(C)(C)N(C(C)C)CCC1=CNC2=CC(=CC(=C12)OC)C N-isopropyl-N-(2-(4-methoxy-6-methyl-1H-indol-3-yl)ethyl)propan-2-amine